2,2,3,4,4,4-Hexafluoro-butyl methacrylate C(C(=C)C)(=O)OCC(C(C(F)(F)F)F)(F)F